NC=1C(=CC=C2C(C=C(OC12)C1=CC=C(C=C1)NC)=O)NC(CCOCCOCCOCCOCCOCCOCC1=CC=CC=C1)=O N-[8-amino-2-[4-(methylamino)phenyl]-4-oxo-chromen-7-yl]-3-[2-[2-[2-[2-(2-benzyloxyethoxy)ethoxy]ethoxy]ethoxy]ethoxy]propanamide